N(=[N+]=[N-])C1=CC=C(C=C1)[C@]12[C@](C=3C(=NC(=CC3O1)OC)OC)([C@@H]([C@@H]([C@H]2C2=CC=CC=C2)CN2CC(C2)COC)O)O (5ar,6s,7s,8r,8as)-5a-(4-azidophenyl)-1,3-dimethoxy-7-((3-(methoxymethyl)azetidin-1-yl)methyl)-6-phenyl-5a,6,7,8-tetrahydro-8aH-cyclopenta[4,5]furo[3,2-c]pyridine-8,8a-diol